potassium tert-pentoxide CCC(C)(C)[O-].[K+]